C(C1=CC=CC=C1)N1C(CCC2=C(C(=CC=C12)[N+](=O)[O-])Cl)=O 1-benzyl-5-chloro-6-nitro-3,4-dihydroquinolin-2-one